2-(2-methylphenyl)-1H-imidazole CC1=C(C=CC=C1)C=1NC=CN1